dithiourethane acrylate C(C=C)(=O)O.NC(=S)SCC